C1CC12NCCN(C2)C2=NC=CC(=N2)C2=NC1=CC(=NC=C1C=C2)CNC(C2=CC(=C(C=C2)C(F)(F)F)S(=O)(=O)C)=O N-((2-(2-(4,7-diazaspiro[2.5]octan-7-yl)pyrimidin-4-yl)-1,6-naphthyridin-7-yl)methyl)-3-(methylsulfonyl)-4-(trifluoromethyl)benzamide